BrC1=CC=CC(=N1)C1(CN(CC1)C(=O)OC(C)(C)C)O tert-Butyl 3-(6-bromopyridin-2-yl)-3-hydroxypyrrolidine-1-carboxylate